2,6-dichloro-5-fluoro-N-((2-isopropyl-6-methyl-4-(methylthio)pyridin-3-yl)carbamoyl)nicotinamide ClC1=C(C(=O)NC(NC=2C(=NC(=CC2SC)C)C(C)C)=O)C=C(C(=N1)Cl)F